O[C@@H]1[C@@H](CN(CC1)C1=CC2=C(C=N1)N=C(N2)C2=CC(=CN2)C(=O)C2=C(C=CC=C2)C(F)(F)F)C (5-(6-((3R,4S)-4-hydroxy-3-methylpiperidin-1-yl)-1H-imidazo[4,5-c]pyridin-2-yl)-1H-pyrrol-3-yl)(2-(trifluoromethyl)phenyl)methanone